2-(3-fluoro-7-methoxy-1-methyl-9H-pyrido[3,4-b]indol-9-yl)-N,N-dimethylethylamine FC1=CC2=C(N(C3=CC(=CC=C23)OC)CCN(C)C)C(=N1)C